COC=1C=C2CCC(C(C2=CC1)C1=CC=C(C=C1)N1CCN(CC1)C[C@H]1[C@@H](CCCC1)C=O)C1=CC=CC=C1 (1R,2R)-2-((4-(4-(6-methoxy-2-phenyl-1,2,3,4-tetrahydronaphthalen-1-yl)phenyl)piperazin-1-yl)methyl)cyclohexane-1-carbaldehyde